1-propargylimidazolium copper [Cu+2].C(C#C)N1C=[NH+]C=C1